[Ge]=O.[Bi] Bismuth-Germanium-Oxid